rac-4-(5-cyclopropyl-1,2,4-oxadiazol-3-yl)-4-methyl-N-{2-[1-(propan-2-yl)-1,2,3,6-tetrahydropyridin-4-yl]cyclohex-2-en-1-yl}piperidine-1-carboxamide C1(CC1)C1=NC(=NO1)C1(CCN(CC1)C(=O)N[C@H]1C(=CCCC1)C=1CCN(CC1)C(C)C)C |r|